The molecule is an ether in which the oxygen atom is connected to 2-chloro-1,1,2-trifluoroethyl and difluoromethyl groups. It has a role as an anaesthetic. It is an organofluorine compound, an organochlorine compound and an ether. It derives from a methoxyethane. C(C(OC(F)F)(F)F)(F)Cl